Methyl (S)-4-amino-5-((2-fluoro-benzoyl-4-chlorophenyl) amino)-5-oxopentanoate N[C@@H](CCC(=O)OC)C(=O)NC1=C(C=C(C=C1)Cl)C(C1=C(C=CC=C1)F)=O